C(C)NC(=O)N1CC2=C(C=C(C=C2CC1)C=1C=C2C(=NC1)NC=C2C)[C@H]2N(CCC2)C(=O)[O-] (S)-2-(2-(ethylcarbamoyl)-6-(3-methyl-1H-pyrrolo[2,3-b]pyridin-5-yl)-1,2,3,4-Tetrahydroisoquinolin-8-yl)pyrrolidine-1-carboxylate